C1(CCCCC1)COC(=O)N[C@H](C(=O)O)CCN(CCCCC1=NC=2NCCCC2C=C1)C1CC1 (S)-2-(((cyclohexylmethoxy)carbonyl)amino)-4-(cyclopropyl(4-(5,6,7,8-tetrahydro-1,8-naphthyridin-2-yl)butyl)amino)butanoic acid